FC=1C=2C[C@H]3OC(CN[C@H]3C2C=CC1OC(F)(F)F)C (4aS,9aR)-8-fluoro-2-methyl-7-(trifluoromethoxy)-2,3,4,4a,9,9a-hexahydroindeno[2,1-b][1,4]oxazine